ClC12C(=O)OC(C1(CC(C=C2)Cl)Cl)=O 1,2,4-trichloro-dihydrophthalic anhydride